7-(4-(tert-butoxycarbonyl)piperazin-1-yl)-6-fluoro-4-oxo-1-phenyl-1,4-dihydroquinoline-3-carboxylic acid C(C)(C)(C)OC(=O)N1CCN(CC1)C1=C(C=C2C(C(=CN(C2=C1)C1=CC=CC=C1)C(=O)O)=O)F